NC=1C2=C(N(C(N1)=O)C=1C(=NC=CC1)C)N=C(C=C2)[C@@H]2[C@H](C2)F 4-amino-7-[(1R,2S)-2-fluorocyclopropyl]-1-(2-methyl-3-pyridyl)pyrido[2,3-d]pyrimidin-2-one